ClC1=C(C(=O)O)C=C(C=C1)C1=CC2=C(N(C[C@H](N(S2(=O)=O)C)C2CCCCC2)C2=CC=CC=C2)C=C1N1CCCCC1 (R)-2-chloro-5-(3-cyclohexyl-2-methyl-1,1-dioxido-5-phenyl-7-(piperidin-1-yl)-2,3,4,5-tetrahydrobenzo[f][1,2,5]thiadiazepin-8-yl)benzoic acid